ClC=1C(=C(C=C(C1)O)C1=C(C=2N=C(N=C(C2C=N1)C1CCN(CC1)CC=C)OC[C@]12CCCN2C[C@@H](C1)F)F)C1CC1 1-(4-(7-(3-chloro-2-cyclopropyl-5-hydroxyphenyl)-8-fluoro-2-(((2R,7aS)-2-fluorotetrahydro-1H-pyrrolizin-7a(5H)-yl)methoxy)pyrido[4,3-d]pyrimidin-4-yl)piperidin-1-yl)prop-2-en